C1(CCC2=CC=CC=C12)N(C=1C2=C(N=C(N1)C1=NC=CC=C1)CCC2)C N-(2,3-dihydro-1H-inden-1-yl)-N-methyl-2-(pyridin-2-yl)-5H,6H,7H-cyclopenta[d]pyrimidin-4-amine